3-methyl-1,2,3-oxathiaphospholane-2,2-dioxide CP1S(OCC1)(=O)=O